methyl 7-bromo-6-chloro-3-(3-hydroxypropyl)-1H-indole-2-carboxylate BrC=1C(=CC=C2C(=C(NC12)C(=O)OC)CCCO)Cl